C(C)(C)(C)OC(C(C)N=C=O)=O 2-isocyanato-propionic acid tert-butyl ester